NC1=C(C(=NN1C1CN(C2(CC2)CC1)C#N)C1=CC=C(C=C1)OC1=C(C=C(C=C1)F)F)C(=O)N 5-amino-1-(4-cyano-4-azaspiro[2.5]oct-6-yl)-3-(4-(2,4-difluorophenoxy)phenyl)-1H-pyrazole-4-carboxamide